5-((5-chloro-4-(cyclopentylamino)pyrimidin-2-yl)amino)-3,3,7-trimethylbenzo[c][1,2]oxaborole-1(3H)-ol ClC=1C(=NC(=NC1)NC1=CC2=C(B(OC2(C)C)O)C(=C1)C)NC1CCCC1